COCC=1C=C(CNCCCCOCCNC2=C3C=NNC3=CC(=C2)C=2C=C(N=NC2)O)C=C(C1)OC(F)(F)F 5-(4-((2-(4-((3-(methoxymethyl)-5-(trifluoromethoxy)benzyl)amino)butoxy)ethyl)amino)-1H-indazol-6-yl)pyridazin-3-ol